C1NCCC12CCCCC2 2-azaspiro[4.5]decane